CN1N=C(N=N1)C=1C=C(C(=O)NCCC(=O)OC)C=CC1 methyl 3-[[3-(2-methyltetrazol-5-yl)benzoyl]amino]propanoate